CC=1C(C(=CC(C1)=O)C\C=C(/C)\CCC[C@H](C)CCC[C@H](C)CCCC(C)C)=O 2-methyl-6-phytyl-1,4-benzoquinone